C1(=CC=CC=C1)C1=C(CCCCC(CCCCCC1)O)C1=CC=CC=C1 diphenylcyclotridecan-10-en-5-ol